4-(2-(1H-tetrazol-5-yl)-4-(trifluoromethyl)benzyl)piperazine-1-carboxylic acid tert-butyl ester C(C)(C)(C)OC(=O)N1CCN(CC1)CC1=C(C=C(C=C1)C(F)(F)F)C1=NN=NN1